2-Pentylpropane-1,3-diol C(CCCC)C(CO)CO